COC(C1=C(C=CC(=C1)C=C)C(F)(F)F)=O 2-(trifluoromethyl)-5-vinylbenzoic acid methyl ester